3,6-diamino-10-methylacridine chloride [Cl-].NC=1C=CC=2CC3=CC=C(C=C3N(C2C1)C)N